C(C)OC(C(CC(=C)C(O)C1=CC=C(C=C1)Cl)NNC1=CC=CC=C1)=O (E)-4-((4-chlorophenyl)(hydroxy)methyl)-2-(2-phenylhydrazino)pent-4-enoic acid ethyl ester